C(CCCCCC)[C@@H]1OC2=CC(=CC=C2[C@@H](C1)O)OC (2S,4R)-2-heptyl-4-hydroxy-7-methoxychroman